FC1=CC(=C(C(=C1)C1COCC1)CC(=O)N=S(=O)(C1=CN=C(S1)C(C)(C)O)NC(OC(C)(C)C)=O)C(C)C Tert-butyl (N-(2-(4-fluoro-2-isopropyl-6-(tetrahydrofuran-3-yl)phenyl)acetyl)-2-(2-hydroxypropan-2-yl)thiazole-5-sulfonimidoyl)carbamate